2-Methoxy-5-(piperidin-4-yloxy)benzaldehyde COC1=C(C=O)C=C(C=C1)OC1CCNCC1